(1-methyl-2-bromoethyl)diaminophosphonic acid CC(CBr)P(ON)(ON)=O